ON=C(C(=O)NC[C@@]1(CCC[C@@]2(C3=CC=C(C=C3CC[C@@H]12)C(C)C)C)C)C1=CC=CC=C1 2-(hydroxyimino)-N-(((1R,4aS,10aR)-7-isopropyl-1,4a-dimethyl-1,2,3,4,4a,9,10,10a-octahydrophenanthren-1-yl)methyl)-2-phenylacetamide